ClC=1C=CC=2N(N1)N=C(N2)C 6-chloro-2-methyl-[1,2,4]triazolo[1,5-b]pyridazine